(4S,5S,6R)-5,6-difluoro-3-(trifluoromethyl)-1-[(2R,4S)-2-(trifluoromethyl)oxan-4-yl]-5,6-dihydro-4H-cyclopenta[c]pyrazol-4-ol F[C@H]1[C@H](C2=C(N(N=C2C(F)(F)F)[C@@H]2C[C@@H](OCC2)C(F)(F)F)[C@H]1F)O